N1-(2-(methacryloyloxy)ethyl)-N1,N1,N3,N3-tetramethyl-N3-octadecylpropane-1,3-diaminium C(C(=C)C)(=O)OCC[N+](CCC[N+](CCCCCCCCCCCCCCCCCC)(C)C)(C)C